ClC1=CC=C(C=C1)C1=NN2C(CN([C@H](C2)C)C(=O)OC(C)(C)C)=C1 tert-butyl (6S)-2-(4-chlorophenyl)-6-methyl-6,7-dihydropyrazolo[1,5-a]pyrazine-5(4H)-carboxylate